C1=C(C=CC2=CC=CC=C12)C1=CC=C(N=N1)NC1[C@H]2CN(C[C@@H]12)CC1CCOCC1 (1s,5r)-N-[6-(2-naphthyl)pyridazin-3-yl]-3-(tetrahydropyran-4-ylmethyl)-3-azabicyclo[3.1.0]hexane-6-amine